amino-1-methylcyclobutan-1-ol NC1C(CC1)(O)C